2-[4-(2-Hydroxy-2-methylpropanoyl)phenoxy]ethyl 4-(3-oxo-3-phenylprop-1-enyl)benzoate O=C(C=CC1=CC=C(C(=O)OCCOC2=CC=C(C=C2)C(C(C)(C)O)=O)C=C1)C1=CC=CC=C1